C1(CC1)C1=NC(=CC(=N1)C1=NN(C=N1)/C=C(/C(=O)N)\C=1C=NC=NC1)C(F)(F)F (E)-3-(3-(2-cyclopropyl-6-(trifluoromethyl)pyrimidin-4-yl)-1H-1,2,4-triazol-1-yl)-2-(Pyrimidin-5-yl)acrylamide